O1C(C(C1)=O)=O oxetanedione